2-n-butyl-1,4-dichlorobenzene C(CCC)C1=C(C=CC(=C1)Cl)Cl